OC1(CN(C1)S(=O)(=O)C=1C=C(C(=O)N2CC3(C4=CC(=CC=C24)NS(=O)(=O)C)CCC2(CC3)CC2)C=CC1)C N-(1''-(3-((3-hydroxy-3-methylazetidin-1-yl)sulfonyl)benzoyl)dispiro[cyclopropane-1,1'-cyclohexane-4',3''-indolin]-5''-yl)methanesulfonamide